2-[(6-chloro-3-oxazol-2-yl-4-quinolyl)amino]-5-methoxy-benzoic acid ClC=1C=C2C(=C(C=NC2=CC1)C=1OC=CN1)NC1=C(C(=O)O)C=C(C=C1)OC